5-Ethylnaphthalen-1-amine C(C)C1=C2C=CC=C(C2=CC=C1)N